(S)-1-(5-((2-amino-3-chloropyridin-4-yl)thio)pyrazin-2-yl)-3'-bromo-4'H,6'H-spiro[piperidine-4,5'-pyrrolo[1,2-b]pyrazol]-4'-amine (trifluoroacetate) FC(C(=O)O)(F)F.NC1=NC=CC(=C1Cl)SC=1N=CC(=NC1)N1CCC2([C@@H](C=3N(N=CC3Br)C2)N)CC1